1-((2R,3R,4S,5R)-3,4-dihydroxy-5-((phosphonatooxy)methyl)tetrahydrofuran-2-yl)pyridin-1-ium-3-carboxylate O[C@H]1[C@@H](O[C@@H]([C@H]1O)COP(=O)([O-])[O-])[N+]1=CC(=CC=C1)C(=O)[O-]